C[Si](N1CCN(CC1)CC1=CC=CC=C1)(C)C[Li] ((dimethyl-(4-benzylpiperazin-1-yl)silyl)methyl)lithium